racemic-2-{8-phenyl-6-azaspiro[3.4]octane-6-carbonyl}-3H-pyrimidin-4-one C1(=CC=CC=C1)[C@H]1CN(CC12CCC2)C(=O)C2=NC=CC(N2)=O |r|